N-cyclopentylpropionamide C1(CCCC1)NC(CC)=O